C1(CC1)C[S@@](=O)C[C@@H]1[C@H](N(C1)C=1C=CC(=C2C=C(N=CC12)NC1=NC(=NC=C1)N1C[C@@]([C@H](CC1)O)(C)F)C(C)C)C (3R,4S)-1-(4-((8-((2R,3S)-3-(((R)-(cyclopropylmethyl)sulfinyl)methyl)-2-methylazetidin-1-yl)-5-isopropylisoQuinolin-3-yl)amino)pyrimidin-2-yl)-3-fluoro-3-methylpiperidin-4-ol